N1(CCCN(CCCN(CCC1)CC=1C(=C(C=C(C1)C)CNCC(C(C(C(CO)O)O)O)O)O)CC=1C(=C(C=C(C1)C)CNCC(C(C(C(CO)O)O)O)O)O)CC=1C(=C(C=C(C1)C)CNCC(C(C(C(CO)O)O)O)O)O 6,6',6''-{1,5,9-triazacyclododecane-1,5,9-triyltris[methylene(2-hydroxy-5-methyl-3,1-phenylene)methyleneazanediyl]}tri(hexane-1,2,3,4,5-pentol)